(3-methoxy-5-((3-methylbut-2-en-1-yl)oxy)benzyl)phosphonic acid diethyl ester C(C)OP(OCC)(=O)CC1=CC(=CC(=C1)OCC=C(C)C)OC